FC=1C=C(C=CC1N1CC2N(CC1)CCC2)C2=CC1=C(C(=N2)C)C=C(N1C)C1=CC=C(C=C1)S(=O)(=O)C 6-(3-fluoro-4-(hexahydropyrrolo[1,2-a]pyrazin-2(1H)-yl)phenyl)-1,4-dimethyl-2-(4-(methylsulfonyl)phenyl)-1H-pyrrolo[3,2-c]pyridine